BrCCC1=CSC=C1 3-(2-bromo-ethyl)-thiophene